C(C)(C)(CC)N1[SiH](N([SiH]1C)C(C)(C)CC)C 1,3-bis(tert-amyl)-2,4-dimethylcyclodisilazane